FCC(=O)N1CC=2N(CC1)C(=NC2C=2C=C1C(=NN(C1=CC2)C)C=2C=NN(C2)C)C2COCC2 2-fluoro-1-(1-(1-methyl-3-(1-methyl-1H-pyrazol-4-yl)-1H-indazol-5-yl)-3-(tetrahydrofuran-3-yl)-5,6-dihydroimidazo[1,5-a]pyrazin-7(8H)-yl)ethan-1-one